N-(4-{[6-(5-chloro-2-fluorophenyl)-3-[(2-hydroxyethyl)sulfanyl]pyridazin-4-yl]amino}pyridin-2-yl)-3-(4-cyclopropylpiperazin-1-yl)cyclobutane-1-carboxamide ClC=1C=CC(=C(C1)C1=CC(=C(N=N1)SCCO)NC1=CC(=NC=C1)NC(=O)C1CC(C1)N1CCN(CC1)C1CC1)F